acrylic acid dimethyl amide CN(C(C=C)=O)C